1-(methylaminomethyl)naphthalene CNCC1=CC=CC2=CC=CC=C12